[N+](=O)([O-])C=1C=CC(=C(C1)CO)OCCN1CCCC1 (5-nitro-2-(2-(1-pyrrolidinyl)ethoxy)phenyl)methanol